2-Chloro-9,10-dimethoxy-2H,3H,6H,7H-pyrimido[4,3-a]isoquinolin-4-one ClC1C=C2N(CCC3=CC(=C(C=C23)OC)OC)C(N1)=O